L-glutamylAmine N[C@@H](CCC(=O)O)C(=O)N